3-(4-Bromophenyl)-5-(1-fluoro-1-methyl-ethyl)-1,2,4-oxadiazole BrC1=CC=C(C=C1)C1=NOC(=N1)C(C)(C)F